C(C)(=O)N1CC2(C1)OCC[C@H](C2)N2CC1=C(C=C(C=C1CC2)C(=O)OC)F methyl 2-[(8R)-2-acetyl-5-oxa-2-azaspiro[3.5]nonan-8-yl]-8-fluoro-3,4-dihydro-1H-isoquinoline-6-carboxylate